prop-2-ynyl-sulfur C(C#C)[S]